ClC1=C(OC=2C=C3C4=C(NC3=CC2)C(NCC4(C)C)C(F)(F)F)C(=CC(=C1)B1OC(C(O1)(C)C)(C)C)Cl 6-(2,6-Dichloro-4-(4,4,5,5-tetramethyl-1,3,2-dioxaborolan-2-yl)phenoxy)-4,4-dimethyl-1-(trifluoromethyl)-2,3,4,9-tetrahydro-1H-pyrido[3,4-b]indole